BrC1=CC2=C(N=C(N(C2=O)CC)C(CCC)N2CCN(CCC2)C)N=C1 6-Bromo-3-ethyl-2-(1-(4-methyl-1,4-diazepan-1-yl)butyl)pyrido[2,3-d]pyrimidin-4(3H)-one